NC1=CC=C(C=N1)N1C=C(C(C2=CC(=C(N=C12)N1N=C(C=C1)N(C)CCOC)Cl)=O)C(=O)O 1-(6-aminopyridin-3-yl)-6-chloro-7-(3-((2-methoxyeth-yl)(methyl)amino)-1H-pyrazol-1-yl)-4-oxo-1,4-dihydro-1,8-naphthyridine-3-carboxylic acid